C[C@@H]1N(CC1)C1=NC(=C(C(=N1)C=1C=NN(C1)CC(=O)N1CCNCC1)C)C(F)(F)F 2-(4-{2-[(S)-2-methyl-1-azetidinyl]-5-methyl-6-(trifluoromethyl)-4-pyrimidinyl}-1-pyrazolyl)-1-(1-piperazinyl)-1-ethanone